(S)-1'-(5-((2-amino-3-chloropyridin-4-yl)thio)pyrazin-2-yl)-5,7-dihydrospiro[cyclopenta[b]pyridine-6,4'-piperidin]-5-amine NC1=NC=CC(=C1Cl)SC=1N=CC(=NC1)N1CCC2(CC1)[C@@H](C=1C(=NC=CC1)C2)N